4-methylphenyl-trimethylsilane CC1=CC=C(C=C1)[Si](C)(C)C